O1CCN(CC1)C=1C2=C(N=CN1)N(C(=C2)C2=CC=C(C=C2)NCC2CCN(CC2)C2CCN(CC2)C(=O)OC(C)(C)C)COCC[Si](C)(C)C tert-butyl 4-(((4-(4-morpholino-7-((2-(trimethylsilyl) ethoxy) methyl)-7H-pyrrolo[2,3-d]pyrimidin-6-yl)phenyl)amino)methyl)-[1,4'-bipiperidine]-1'-carboxylate